BrC=1C(=C(C=CC1OCC(CO)(F)F)C=1C(CC(NN1)=O)C)F 6-[3-bromo-4-(2,2-difluoro-3-hydroxypropoxy)-2-fluorophenyl]-5-methyl-4,5-dihydro-2H-pyridazin-3-one